(6-(3-methoxyprop-1-yn-1-yl)pyrazin-2-yl)piperidine-4-carboxylic acid ethyl ester C(C)OC(=O)C1CCN(CC1)C1=NC(=CN=C1)C#CCOC